di-n-butylbis(propoxymethyl)silane t-Butyl-N-[4-[4-[3-cyano-4-(2-pyridylsulfanyl)pyrazolo[1,5-a]pyridin-6-yl]pyrazol-1-yl]cyclohexyl]-N-methyl-carbamate C(C)(C)(C)OC(N(C)C1CCC(CC1)N1N=CC(=C1)C=1C=C(C=2N(C1)N=CC2C#N)SC2=NC=CC=C2)=O.C(CCC)[Si](COCCC)(COCCC)CCCC